[Si]=O.[Mg].[La] lanthanum magnesium-silicon oxide